2,4-dioxo-1,4-dihydro-2H-benzo[d][1,3]oxazine-6-carboxylic acid methyl ester COC(=O)C1=CC2=C(NC(OC2=O)=O)C=C1